C(C)O[C@@H]1CN(CC[C@H]1OC1=NC=C(C=C1)C(F)(F)F)C1=CC(N(C=2C=CC(=NC12)C#N)C)=O trans-8-(3-ethoxy-4-((5-(trifluoromethyl)pyridin-2-yl)oxy)piperidin-1-yl)-5-methyl-6-oxo-5,6-dihydro-1,5-naphthyridine-2-carbonitrile